oleyl-bis(2-hydroxyethyl)-methylammonium bis(trifluoromethanesulfonyl)imide salt [N-](S(=O)(=O)C(F)(F)F)S(=O)(=O)C(F)(F)F.C(CCCCCCC\C=C/CCCCCCCC)[N+](C)(CCO)CCO